4,4-difluoro-1-[2-[4-[(4-methoxyphenyl)methoxy]-6-methyl-2-pyridyl]-5-(trifluoromethyl)phenyl]cyclohexanol FC1(CCC(CC1)(O)C1=C(C=CC(=C1)C(F)(F)F)C1=NC(=CC(=C1)OCC1=CC=C(C=C1)OC)C)F